CC(C(O)(C)C)OC(NCCCCCCNC(OCCO)=O)=O trimethyl-4,13-dioxo-3,14-dioxa-5,12-diaza-hexadecane-1,16-diol